CC1(CC(C(=O)O1)CCl)C The molecule is a butan-4-olide having a chloromethyl group at the 3-position and two methyl substituents at the 5-position. It is a butan-4-olide and an organochlorine compound.